5-[[(1R)-1-[3-(difluoromethyl)phenyl]ethyl]amino]-1,3,8-trimethyl-imidazo[4,5-g]phthalazin-2-one FC(C=1C=C(C=CC1)[C@@H](C)NC1=NN=C(C=2C=C3C(=CC12)N(C(N3C)=O)C)C)F